1,3-bis(di-isopropylphosphino)propaneN C(C)(C)P(C=CCP(C(C)C)C(C)C)C(C)C